1-bromo-3-(2,2-diethoxyethoxy)benzene BrC1=CC(=CC=C1)OCC(OCC)OCC